[N-]=C=O.C(CCCC)(N)N pentanediamine isocyanate